6,7-difluoro-4-isopropyl-2-(3-methyl-5-(trifluoromethyl)-1H-pyrazol-4-yl)isoquinolin-1(2H)-one FC=1C=C2C(=CN(C(C2=CC1F)=O)C=1C(=NNC1C(F)(F)F)C)C(C)C